N-[2-(m-xylenesulfonyloxy)phenyl]-N'-[4-(m-xylenesulfonyloxy)phenyl]urea C1(CC(=CC=C1)C)(C)S(=O)(=O)OC1=C(C=CC=C1)NC(=O)NC1=CC=C(C=C1)OS(=O)(=O)C1(CC(=CC=C1)C)C